zinc bisulfide [SH-].[Zn+2].[SH-]